P(O)(O)=O.P(O)(O)=O.N1CCCCCC1 azepane bisphosphonate